bicyclo[2.2.1]heptanedicarboxaldehyde C12(C(CC(CC1)C2)C=O)C=O